C[Si](NCC1=CC=CC=C1)(C)C N-Trimethylsilyl-benzylamin